O.[O-2].[Fe+2] Iron oxide, hydrate